[Br-].O1CCOCCOCCOCCOCCOCC1.[Eu+2].[Br-] Europium(II) 1,4,7,10,13,16-hexaoxacyclooctadecan bromide